ClC=1C(N(C(=CC1OCC1=NC=C(C=C1Cl)F)C)C1=CC(=NC=C1C)N1N=C(C=C1)C(C)(C)O)=O 3-chloro-4-[(3-chloro-5-fluoropyridin-2-yl)methoxy]-2'-[3-(2-hydroxypropan-2-yl)pyrazol-1-yl]-5',6-dimethyl-[1,4'-bipyridin]-2-one